N-methyl-N-(1-((R)-1-trityl-aziridine-2-carbonyl)piperidine-4-carbonyl)-L-valine CN([C@@H](C(C)C)C(=O)O)C(=O)C1CCN(CC1)C(=O)C1[N@@](C1)C(C1=CC=CC=C1)(C1=CC=CC=C1)C1=CC=CC=C1